5-oxo-1,2,3,5,8,8a-hexahydroindolizine-3-carboxylic acid O=C1N2C(CCC2CC=C1)C(=O)O